FC1=C(C(C1(F)F)(F)F)C(C(F)(F)F)(C(C(C(C(F)(F)F)(F)F)(F)F)(F)F)F 1,3,3,4,4-pentafluoro-2-(perfluorohex-2-yl)cyclobut-1-ene